L-4-fluororesorcinol FC1=C(C=C(O)C=C1)O